CC=1C2=CCCC2=CC=CC1.[Li] Lithium 4-methyl-dihydro-azulen